ClC=1C(=NC=CC1)NC1[C@@H]2CN(C[C@H]1C2)C2=CC=C(C=N2)C=2C=1N(C=C(C2)OCC(C)(C)O)N=CC1C#N 4-(6-((1R,5S,6r)-6-((3-chloropyridin-2-yl)amino)-3-azabicyclo[3.1.1]heptan-3-yl)pyridin-3-yl)-6-(2-hydroxy-2-methylpropoxy)pyrazolo[1,5-a]pyridine-3-carbonitrile